benzyldimethyl-(octyl)ammonium C(C1=CC=CC=C1)[N+](CCCCCCCC)(C)C